2-methyl-5-(3-((4-phenethoxyphenyl)carbamoyl)phenyl)-nicotinic acid CC1=C(C(=O)O)C=C(C=N1)C1=CC(=CC=C1)C(NC1=CC=C(C=C1)OCCC1=CC=CC=C1)=O